ClC1=C(CC2=C(C(=CC3=C2NC(=NS3(=O)=O)NC3=CC=C(C=C3)F)F)F)C=CC=C1 5-(2-chlorobenzyl)-6,7-difluoro-3-((4-fluorophenyl)amino)-4H-benzo[e][1,2,4]thiadiazine 1,1-dioxide